C1(CC1)C=1N=CC(=NC1)NC1=NC(=C(C(=C1)N1CCNCC1)F)N1CCOCC1 5-cyclopropyl-N-(5-fluoro-6-morpholino-4-(piperazin-1-yl)pyridin-2-yl)pyrazin-2-amine